COC(CCCC=O)OC 5,5-DIMETHOXYPENTANAL